(2S)-2-(tert-butoxycarbonylamino)-3,3-dimethyl-butaneic acid C(C)(C)(C)OC(=O)N[C@H](C(=O)O)C(C)(C)C